OC[C@H](C1=CC=CC=C1)NC1=CC(=NC=C1C1=NC(=NO1)C=1C=NC=CC1)NC1=CC=C2C(=N1)N(NC2=O)C(C)C (S)-6-((4-((2-hydroxy-1-phenylethyl)amino)-5-(3-(pyridin-3-yl)-1,2,4-oxadiazol-5-yl)pyridin-2-yl)amino)-1-isopropyl-1,2-dihydro-3H-pyrazolo[3,4-b]pyridin-3-one